ClC1=NC=C(C(=C1)C1=C(C=NC(=C1)C)C(=O)NC=1SC(=NN1)[C@H]1[C@H](C1)C)OC 2'-chloro-5'-methoxy-6-methyl-N-(5-((1R,2S)-2-methylcyclopropyl)-1,3,4-thiadiazol-2-yl)-(4,4'-bipyridine)-3-carboxamide